6-Chlorobenzo[d]oxazole-2-thiol ClC1=CC2=C(N=C(O2)S)C=C1